CN(C(=O)C1=CC=C(C=C1)NC=1N=C(N=NC1C(=O)N)NC=1C(=CC=2CC3N(CC2C1)CCCC3)OC)C ((4-(dimethylcarbamoyl)phenyl)amino)-3-((9-methoxy-1,3,4,6,11,11a-hexahydro-2H-pyrido[1,2-b]isoquinolin-8-yl)amino)-1,2,4-triazine-6-carboxamide